FC1=C(C=C(C=C1)OC(F)(F)F)[C@H](C)NC(C1=C(N=CC(=C1)C=1C=CC=2N(N1)C=C(N2)NC)OC)=O (S)-N-(1-(2-fluoro-5-(trifluoromethoxy)phenyl)ethyl)-2-methoxy-5-(2-(methylamino)imidazo[1,2-b]-pyridazin-6-yl)nicotinamide